C(#C)C=1C=C(C=C(C1)C(=O)O)C(=O)O 5-Ethynyl-1,3-benzenedicarboxylic acid